4-((2S,5R)-4-(4-cyclopropyl-2-fluorobenzyl)-2,5-diethylpiperazin-1-yl)-1-methyl-2-oxo-1,2-dihydropyrido[3,2-d]pyrimidine-6-carbonitrile C1(CC1)C1=CC(=C(CN2C[C@@H](N(C[C@H]2CC)C=2C3=C(N(C(N2)=O)C)C=CC(=N3)C#N)CC)C=C1)F